N4-((1-isopropyl-1H-pyrazol-4-yl)methyl)-N2,N2,N6,N6-tetrakis(2-methoxyethyl)-8-(4-methoxypiperidin-1-yl)pyrimido[5,4-d]pyrimidine-2,4,6-triamine C(C)(C)N1N=CC(=C1)CNC=1C2=C(N=C(N1)N(CCOC)CCOC)C(=NC(=N2)N(CCOC)CCOC)N2CCC(CC2)OC